2-[2-(aminomethyl)-6-chloro-4-(trifluoromethyl)phenyl]sulfanyl-benzaldehyde NCC1=C(C(=CC(=C1)C(F)(F)F)Cl)SC1=C(C=O)C=CC=C1